ClC1=CC(=CS1)C(=O)O 5-chlorothiophene-3-carboxylic acid